CN1N=NC(=C1C1=C(C=2N(C=3C=C(C=CC3C2N=C1)C(C)(C)O)C(C1CCOCC1)C1=CC=CC=C1)SC)C 2-(3-(1,4-dimethyl-1H-1,2,3-triazol-5-yl)-4-(methylsulfanyl)-5-(phenyl-(tetrahydro-2H-pyran-4-yl)methyl)-5H-pyrido[3,2-b]indol-7-yl)propan-2-ol